COC(=O)C=1C=NC(=CC1OC1=C(C=C(C=C1)F)C)C(F)(F)F 4-(4-fluoro-2-methyl-phenoxy)-6-(trifluoromethyl)pyridine-3-carboxylic acid methyl ester